4-(bromomethyl)-benzaldehyde BrCC1=CC=C(C=O)C=C1